CC(C=CC#N)(CCC=O)C 4,4-dimethyl-7-oxohept-2-enenitrile